3-(4-Chlorophenyl)1-[2-(4-chlorophenyl)ethyl]urea ClC1=CC=C(C=C1)NC(NCCC1=CC=C(C=C1)Cl)=O